ClC1=CC=C(C=C1)NC(=O)C1(COC1)C=1N=C2CCCN(C2=CC1)C(=O)OC1CC1 cyclopropyl 6-(3-((4-chlorophenyl)carbamoyl)oxetan-3-yl)-3,4-dihydro-1,5-naphthyridine-1(2H)-carboxylate